BrC=1C=C2CN(C(C2=CC1)=O)C1CNCCC1 3-(5-bromo-1-oxoisoindoline-2-yl)piperidine